FC1=C(C=CC(=C1)[C@H]1N(CCC1)C)C=1N=C2SC3=C(N2C1)C=CC(=C3)C(=O)NCCCN3CCC(CC3)F (S)-2-(2-fluoro-4-(1-methylpyrrolidin-2-yl)phenyl)-N-(3-(4-fluoropiperidin-1-yl)propyl)benzo[d]imidazo[2,1-b]thiazole-7-carboxamide